2,3-dihydrobenzofuran-5-carboxylate O1CCC2=C1C=CC(=C2)C(=O)[O-]